COC([C@@H](NC(C(F)(F)F)C1=CC(=C(C=C1)C1=C(C=CC(=C1)C#N)O)F)CC(C)C)=O (1-(5'-cyano-2-fluoro-2'-hydroxy-[1,1'-biphenyl]-4-yl)-2,2,2-trifluoroethyl)-L-leucine methyl ester